C(C1=CC=CC=C1)OC=1C2=C(C(=NC1)F)C[C@@H]1CC[C@H]2N1C1=CC=C(C=C1)OC (5R,8S)-4-(Benzyloxy)-1-fluoro-10-(4-methoxyphenyl)-6,7,8,9-tetrahydro-5H-5,8-epiminocyclohepta[c]pyridine